2-(difluoromethyl)-M-(3-isobutyl-1,1-dimethyl-indan-4-yl)pyridine-3-carboxamide FC(C1N=CC=CC1(C(=O)N)C1=C2C(CC(C2=CC=C1)(C)C)CC(C)C)F